4,4'-(1,4-phenylene)-bis(5-hydroxymethyl-2,1,3-benzothiadiazole) C1(=CC=C(C=C1)C1=C(C=CC2=NSN=C21)CO)C2=C(C=CC1=NSN=C12)CO